(5Z)-2-[[(1R)-1-(Methoxymethyl)-3-methyl-butyl]amino]-3-methyl-5-[(2-methylindazol-5-yl)methylene]imidazol-4-one COC[C@@H](CC(C)C)NC1=N\C(\C(N1C)=O)=C/C1=CC2=CN(N=C2C=C1)C